O-methylribose CO[C@@H](C=O)[C@H](O)[C@H](O)CO